NC1=C(C=C(C=C1CC)CC1=CC(=C(C(=C1)CC)N)CC)CC Bis(4-amino-3,5-diethylphenyl)methane